(7-bromo-8-fluoro-4-hydroxy-2-methylquinazolin-6-yl)dimethylphosphorus oxide BrC1=C(C=C2C(=NC(=NC2=C1F)C)O)P(C)(C)=O